C1O[C@H]2[C@@H](O[C@@]1([C@H]2O)CO)N2C=NC=1C(NC(C3=CC=CC=C3)=O)=NC=NC21 2'-O,4'-C-methylene-6-N-(benzoyl)adenosine